OC=1C(=NC=C(C1)C1=CC(=CC=C1)[N+](=O)[O-])C(=O)NCC(C(=O)OCC)(C)C ethyl 3-(3-hydroxy-5-(3-nitrophenyl) pyridincarboxamido)-2,2-dimethylpropionate